BrC=1C=CC2=C(N=C(S2)N)C1 5-bromo-benzo[d]thiazol-2-amine